phenethyl-amino-6-methyl-pyrimidine C(CC1=CC=CC=C1)C1=NC(=NC(=C1)C)N